BrC1=C(C(=CC=C1)C(=C)C)CCO 2-(2-bromo-6-(prop-1-en-2-yl)phenyl)ethanol